8-fluoro-6-nitro-3,4-dihydro-1H-quinolin-2-one FC=1C=C(C=C2CCC(NC12)=O)[N+](=O)[O-]